[OH-].C[N+](C)(C)C1=CC=CC=C1 N,N,N-trimethylphenyl-ammonium hydroxide